(S)-1'-(5-(cyclopentylsulfanyl)-3-methylpyrazin-2-yl)-1,3-dihydrospiro[indene-2,4'-piperidine] C1(CCCC1)SC=1N=C(C(=NC1)N1CCC2(CC1)CC1=CC=CC=C1C2)C